ClCCCCCCN[C@@H](CCC(=O)O)C(=O)O.ClC1=CC=CC=2N(C(NC21)=O)[C@H]2CC[C@H](CC2)C(=O)NC2=CC=C(C=C2)Cl (Cis)-4-(4-chloro-2-oxo-2,3-dihydro-1H-1,3-benzodiazol-1-yl)-N-(4-chlorophenyl)cyclohexane-1-carboxamide chlorohexyl-L-glutamate